C1(CC1)C1=NNC(=N1)C1CC2(CN(C2)C(=O)N2CC3(C2)CCC(CC3)CC3=NN=C(N3)C(F)(F)F)C1 [6-(3-cyclopropyl-1H-1,2,4-triazol-5-yl)-2-azaspiro[3.3]heptan-2-yl]-[7-[[5-(trifluoromethyl)-4H-1,2,4-triazol-3-yl]methyl]-2-azaspiro[3.5]nonan-2-yl]methanone